ClC1=NC(=CC(=C1OC)C(C)(C)NC(OCC1=CC=CC=C1)=O)C(C(F)(F)F)(CNC(C1=CC(=C(C=C1)OC1CC1)OC)=O)O benzyl (2-(2-chloro-6-(3-(4-cyclopropoxy-3-methoxybenzamido)-1,1,1-trifluoro-2-hydroxypropan-2-yl)-3-methoxypyridin-4-yl)propan-2-yl)carbamate